C(C)OC(C1=CC=C(C=C1)S(N(CC)C1=C(C=C(C=C1)Cl)CN(C(C1=C(C=CC=C1)Cl)=O)CC=1OC=CC1)(=O)=O)=O 4-(N-(4-chloro-2-((2-chloro-N-(furan-2-ylmethyl)benzamido)methyl)phenyl)-N-Ethylsulfamoyl)benzoic acid ethyl ester